C(C=C)OC(=O)NCCCCC(C(=O)O)N 6-(((allyloxy)carbonyl)amino)-2-aminocaproic acid